NCC1=CC=CC(=N1)S(=O)(=O)N1CC(CC(C1)C1=CC=CC=C1)C(=O)N1CCOCC1 (1-((6-(aminomethyl)pyridin-2-yl)sulfonyl)-5-phenylpiperidin-3-yl)(morpholino)methanone